FC(S(=O)(=O)OC=1N=C(N(C(C1Cl)=O)C1=C(C(=NC=C1C)Cl)F)C)(F)F (R)-5-chloro-1-(2-chloro-3-fluoro-5-methylpyridin-4-yl)-2-methyl-6-oxo-1,6-dihydropyrimidin-4-yl trifluoromethanesulfonate